ClC=1C(=CC(=NC1)N1[C@H](C2=C(N=C(N=C2)NC2CC2)CC1)C)C1=NC=C(C=C1C)C (S)-6-(5'-chloro-3,5-dimethyl-[2,4'-bipyridin]-2'-yl)-N-cyclopropyl-5-methyl-5,6,7,8-tetrahydropyrido[4,3-d]pyrimidin-2-amine